C(C)(C)(C)C=1N=C(N(C1)COCC[Si](C)(C)C)OC1=C(C=CC=C1)F 4-tert-butyl-2-(2-fluorophenoxy)-1-((2-(trimethylsilyl)ethoxy)methyl)-1H-imidazole